C(C(O)CC(=O)[O-])(=O)OCC(C)OC(C=C)=O 2-(acryloyloxy)propyl malate